C(#N)N1CC(CC1)C(=O)NC=1SC(=CN1)C1=CC(=CC=C1)NS(=O)(=O)C 1-cyano-N-(5-(3-(methyl-sulfonamido)phenyl)thiazol-2-yl)pyrrolidine-3-carboxamide